4-methoxy-4-methyl-piperidine COC1(CCNCC1)C